N-[2-[5-[1-benzyloxy-1-(trifluoromethyl)pent-4-enyl]-1,3,4-oxadiazol-2-yl]-6-hydroxy-5-(trifluoromethyl)-3-pyridinyl]-N-tert-butoxycarbonyl-carbamic acid tert-butyl ester C(C)(C)(C)OC(N(C(=O)OC(C)(C)C)C=1C(=NC(=C(C1)C(F)(F)F)O)C=1OC(=NN1)C(CCC=C)(C(F)(F)F)OCC1=CC=CC=C1)=O